P(=O)(O)(O)OC[C@@H]1[C@H]([C@H]([C@@H](O1)N1C=NC=2C(=O)NC(N)=NC12)O)O (guanosine) 5'-monophosphate